pyrido[2,3-b]pyrazin-6-amine N1=C2C(=NC=C1)N=C(C=C2)N